N-[(3S,4S)-1-(2-methoxyethyl)-3-methyl-4-piperidyl]-6-{3-[4-(N-methylcarbamoyl)-5-chloro-2-anisidino]-1-propynyl}-1-(2,2,2-trifluoroethyl)-1H-1,3-benzimidazole-4-carboxamide COCCN1C[C@@H]([C@H](CC1)NC(=O)C1=CC(=CC=2N(C=NC21)CC(F)(F)F)C#CCNC=2C(OC)=CC(=C(C2)C(NC)=O)Cl)C